5-{3-[3-fluoro-4-(trifluoromethyl)phenyl]-1,2,4-oxadiazol-5-yl}-1-(3-methylbutyl)-1H-1,2,3-benzotriazole FC=1C=C(C=CC1C(F)(F)F)C1=NOC(=N1)C1=CC2=C(N(N=N2)CCC(C)C)C=C1